C(=O)(O)C=1C=C(OC2=CC=C(C=C2)C(C(=O)N)(C)C2=CC=C(C=C2)OC2=CC(=C(C=C2)C(=O)O)C(=O)O)C=CC1C(=O)O 2,2-bis[4-(3,4-dicarboxyphenoxy)phenyl]propanamide